triazatridecane-11-carboxylate NNNCCCCCCCC(CC)C(=O)[O-]